tert-butyl [(26-hydroxy-3,6,9,12,15,18,21,24-octaoxahexacosan-1-yl)amino]carboxylate OCCOCCOCCOCCOCCOCCOCCOCCOCCNC(=O)OC(C)(C)C